2,6-di-tert-butyl-p-hydroxytoluene C(C)(C)(C)C1=C(C)C(=CC(=C1)O)C(C)(C)C